CC([C@H](C(N1CCCC1)=O)C(=O)OC(C)(C)C)C tert-butyl (R)-(3-methyl-1-oxo-1-(pyrrolidin-1-yl) butan-2-yl)carboxylate